C1CCC2CCCC12 octahydropentalene